FC(C1=C(C=CC=C1)/C=C/C(=O)N1C(OCC1C1=CC=CC=C1)=O)(F)F (E)-3-(3-(2-trifluoromethylphenyl)acryloyl)-4-phenyloxazolidin-2-one